C1(CC1)C1=NNC(=C1)NC(CC=1C=NN(C1)C1=NC(=CC=C1)N(C)C)=O N-(3-cyclopropyl-1H-pyrazol-5-yl)-2-(1-(6-(dimethylamino)pyridin-2-yl)-1H-pyrazol-4-yl)acetamide